FC=1C=C(C=C(C1)F)[B] 3,5-difluorophenylboron